2-((3-(Aminomethyl)benzyl)oxy)-1-naphthalenealdehyde NCC=1C=C(COC2=C(C3=CC=CC=C3C=C2)C=O)C=CC1